[Si](C)(C)(C(C)(C)C)O[C@@H]1[C@H](N(C(C1)=O)C(=O)OC(C)(C)C)C(NC1=C(C=C(C(=C1)Cl)F)F)=O tert-butyl (2S,3S)-3-[tert-butyl(dimethyl)silyl]oxy-2-[(5-chloro-2,4-difluoro-phenyl)carbamoyl]-5-oxo-pyrrolidine-1-carboxylate